1-Thiocarbonyldiimidazole C(=S)(N1C=NC=C1)N1C=NC=C1